4-bromo-7-chlorobenzothiophene BrC1=CC=C(C2=C1C=CS2)Cl